The molecule is a dicarboxylic acid monoester resulting from the formal condensation of the carboxy group of nonanedioic acid with the hydroxy group of hexopyranose. It has a role as a plant metabolite. It is a glycoside, an organic hydroxy compound and a dicarboxylic acid monoester. It derives from a nonanedioic acid. C(CCCC(=O)O)CCCC(=O)OC1C(C(C(C(O1)CO)O)O)O